FC(C1=NC(=CC(=C1)N)F)F 2-(difluoromethyl)-6-fluoropyridin-4-amine